(1-(methylthio)-hept-3-yl)pyrimidine-2,4-diamine CSCCC(CCCC)C=1C(=NC(=NC1)N)N